BrC=1C=C2C(=NC1)CN(C2=O)C(C(=O)NC2=NC=CC=C2)C2=CC(=CC=C2)F 2-(3-bromo-5-oxo-5,7-dihydro-6H-pyrrolo[3,4-b]pyridin-6-yl)-2-(3-fluorophenyl)-N-(pyridin-2-yl)acetamide